7-chloro-5-(4-chloro-2-fluorophenyl)-2-methylpyrido[3,4-b]pyrazine ClC1=CC=2C(=NC=C(N2)C)C(=N1)C1=C(C=C(C=C1)Cl)F